[K].FC1=CC(=C(C(=C1)C(C)C)CC(=O)NS(=O)(=O)C1=C(C=C(C=C1)C(C)(C)O)C)C(C)C 2-(4-Fluoro-2,6-diisopropylphenyl)-N-((4-(2-hydroxypropan-2-yl)-2-methylphenyl)sulfonyl)acetamide, potassium salt